6-[4-[[3-Ethoxy-5-(5-hydroxypyridin-3-yl)phenyl]methyl]piperazin-1-yl]-N-[3-nitro-4-(2-phenylsulfanylethylamino)phenyl]sulfonylpyridazine-3-carboxamide C(C)OC=1C=C(C=C(C1)C=1C=NC=C(C1)O)CN1CCN(CC1)C1=CC=C(N=N1)C(=O)NS(=O)(=O)C1=CC(=C(C=C1)NCCSC1=CC=CC=C1)[N+](=O)[O-]